4-(6-methyl-2,6-diazaspiro[3.3]heptan-2-yl)-1H-benzo[d]imidazole CN1CC2(CN(C2)C2=CC=CC=3NC=NC32)C1